5-(((1r,3r)-3-(4-(1-(4-((6-(2H-1,2,3-triazol-2-yl)pyridazine-3-yl)oxy)phenyl)cyclopropyl)phenoxy)cyclobutyl)amino)-2-(2,6-dioxopiperidin-3-yl)isoindoline N=1N(N=CC1)C1=CC=C(N=N1)OC1=CC=C(C=C1)C1(CC1)C1=CC=C(OC2CC(C2)NC=2C=C3CN(CC3=CC2)C2C(NC(CC2)=O)=O)C=C1